tetrakis(isocyano)rhodium(I) [N+](#[C-])[Rh-3]([N+]#[C-])([N+]#[C-])[N+]#[C-]